C(=O)O.NCCOCCNC(C1=C(C=C(C=C1)NC=1C=2N(C=CN1)C(=CN2)C=2C(=NN(C2)CC=C(C)C)C(F)(F)F)CC)=O N-(2-(2-aminoethoxy)ethyl)-2-ethyl-4-((3-(1-(3-methylbut-2-en-1-yl)-3-(trifluoromethyl)-1H-pyrazol-4-yl)imidazo[1,2-a]pyrazin-8-yl)amino)benzamide formate